ClC1=NN(C=C1Cl)C=1C=CC(=C(O\C(\C(=O)OC)=C/OC)C1)C methyl (Z)-2-[5-(3,4-dichloropyrazol-1-yl)-2-methyl-phenoxy]-3-methoxy-prop-2-enoate